OC(C#C\C(=C/C=O)\C1=CC=CC=C1)(C#CC1=CC=CC=C1)C (Z)-6-hydroxy-6-methyl-3,8-diphenyloct-2-ene-4,7-diyne-1-al